FC1=CC(=C(C=C1)C(CC)OC)OC 4-Fluoro-2-methoxy-1-(1-methoxypropyl)benzene